COC1=CC=C(CN2C(C3=CC=CC=4C3=C(C2=C=O)C=CC4N4N(C(C=C4)C(=O)NC4=CC(=NC=C4)C(F)(F)F)C(F)(F)F)=C=O)C=C1 1-(2-(4-methoxybenzyl)-1,3-dicarbonyl-2,3-dihydro-1H-benzo[de]isoquinolin-6-yl)-2-trifluoromethyl-N-(2-trifluoromethylpyridin-4-yl)-1H-pyrazole-3-carboxamide